FC(C(=O)O)(F)F.NCC1CC12CCN(CC2)C(=O)OC(C)(C)C tert-butyl 1-(aminomethyl)-6-azaspiro[2.5]octane-6-carboxylate trifluoroacetic acid salt